(S)-tert-butyl 4-(2-(3-(4-(2-(2-(benzo[d]oxazole-2-carbonyl)pyrrolidin-1-yl)-2-oxoethylcarbamoyl)quinolin-7-yl)benzamido)ethyl)piperazine-1-carboxylate O1C(=NC2=C1C=CC=C2)C(=O)[C@H]2N(CCC2)C(CNC(=O)C2=CC=NC1=CC(=CC=C21)C=2C=C(C(=O)NCCN1CCN(CC1)C(=O)OC(C)(C)C)C=CC2)=O